C(C)(=O)[C@@]1([C@@H](O[C@@H]([C@]1(O)C(C)=O)C(O)C(C)=O)N1CC(C(=O)N)=CC=C1)O 1-(2',3',5'-triacetyl-beta-D-ribofuranosyl)-nicotinamide